C1(CC1)N(CC[C@@H](C(=O)O)NC(C1=CC(=CC=C1)N1N=C(C=C1C)C)=O)CCCCC1=NC=2NCCCC2C=C1 (S)-4-(cyclopropyl(4-(5,6,7,8-tetrahydro-1,8-naphthyridin-2-yl)butyl)amino)-2-(3-(3,5-dimethyl-1H-pyrazol-1-yl)benzamido)butanoic acid